3-(4H-1,2,4-triazol-4-yl)-4-(trifluoromethyl)benzoic acid N=1N=CN(C1)C=1C=C(C(=O)O)C=CC1C(F)(F)F